CN1N=NC(=C1)C(=O)NC1=CNC2=CC=C(C=C12)C=1C=NN(C1)C1=CC=C(C=C1)C(F)(F)F 1-methyl-N-(5-{1-[4-(trifluoromethyl)phenyl]-1H-pyrazol-4-yl}-1H-indol-3-yl)-1H-1,2,3-triazole-4-carboxamide